BrC=1C=C2C(=C(C=NC2=CC1OC)N)NC1=C(C=NC=C1OC)F 6-bromo-N4-(3-fluoro-5-methoxy-4-pyridinyl)-7-methoxy-quinolin-3,4-diamine